FC1=C(C(=C(C(=C1[B-](C1=C(C(=C(C(=C1F)F)F)F)F)(C1=C(C(=C(C(=C1F)F)F)F)F)C1=C(C(=C(C(=C1F)F)F)F)F)F)F)F)F.C(C)[NH2+]CC diethyl-ammonium tetra(pentafluorophenyl)borate